(S)-N-(8,9-difluoro-6-oxo-1,4,5,6-tetrahydro-2H-pyrano[3,4-c]isoquinolin-1-yl)-N-methyl-5,6,7,8-tetrahydroindolizine-2-carboxamide FC=1C(=CC=2C3=C(NC(C2C1)=O)COC[C@H]3N(C(=O)C=3C=C1CCCCN1C3)C)F